boroxolate B=1OC(=CC1)C(=O)[O-]